S(N)(OC[C@@H]1[C@H](C[C@@H](C1)NC1=NC=NC=C1C(=O)C=1SC(=C(C1)[C@H]1NCCC2=CC=C(C=C12)Br)C)O)(=O)=O [(1R,2S,4R)-4-{[5-({4-[(1S)-7-bromo-1,2,3,4-tetrahydroisoquinolin-1-yl]-5-methyl-2-thienyl}carbonyl)pyrimidin-4-yl]amino}-2-hydroxycyclopentyl]methyl sulfamate